Cl.COC=1C=C2C(=NC=NC2=CC1OC)N1CCN(CCC1)C(CNS(=O)(=O)N)=O N-(2-(4-(6,7-dimethoxyquinazolin-4-yl)-1,4-diazepan-1-yl)-2-oxoethyl)sulfamide hydrochloride